FC(C=1C(=C(C=CC1)[C@@H](C)NC=1C2=C(N=C(N1)C)C=NC(=C2)C=2C=C(CN1CCC(CC1)C1=C(C(=C(C=C1)[C@@]1(C(NC(CC1)=O)=O)C)F)F)C=CC2)F)F (R)-3-(4-(1-(3-(4-(((R)-1-(3-(Difluoromethyl)-2-fluorophenyl)ethyl)amino)-2-methylpyrido[3,4-d]pyrimidin-6-yl)benzyl)piperidin-4-yl)-2,3-difluorophenyl)-3-methyl-piperidine-2,6-dione